4-((4-amino-2-(thiophen-2-yl)-1H-imidazo[4,5-c]Quinolin-1-yl)methyl)benzylcarbamic acid 2-methacrylamidoethyl ester C(C(=C)C)(=O)NCCOC(NCC1=CC=C(C=C1)CN1C(=NC=2C(=NC=3C=CC=CC3C21)N)C=2SC=CC2)=O